1-(2-methoxyquinoxalin-6-yl)ethan-1-one COC1=NC2=CC=C(C=C2N=C1)C(C)=O